O[C@@H](COC1=CC=C(C=C1)C=O)CN1N=NN=C1C (4-((R)-2-hydroxy-3-(5-methyl-1H-tetrazol-1-yl)propoxy)phenyl)methanone